CC=1C(=C(C(O)=O)C=CC1O)C Dimethylparaben